FC=1C=C2C=CC(=NC2=CC1)CNC1C2CN(CC12)C1=NC=C(C=N1)C(=O)N (6-[(6-fluoro-quinolin-2-ylmethyl)-amino]-3-aza-bicyclo[3.1.0]hex-3-yl)pyrimidine-5-carboxamide